N1CCC(CC1)C(C)NC(OCC1=CC=CC=C1)=O benzyl (1-(piperidin-4-yl)ethyl)carbamate